(S)-1-(2-chloro-5-(thiophen-3-ylethynyl)pyridin-4-yl)piperidin-3-ol ClC1=NC=C(C(=C1)N1C[C@H](CCC1)O)C#CC1=CSC=C1